CC1=C(C=CC=C1)C#CC 1-methyl-2-(prop-1-yn-1-yl)benzene